3-nitro-2-(tetrahydropyran-4-oxy)pyridine [N+](=O)([O-])C=1C(=NC=CC1)OC1CCOCC1